(R)-1-(1-acryloylpyrrolidin-3-yl)-3-(3-(p-tolyloxy)phenyl)-1H-imidazo[4,5-c]pyridin-2(3H)-one C(C=C)(=O)N1C[C@@H](CC1)N1C(N(C=2C=NC=CC21)C2=CC(=CC=C2)OC2=CC=C(C=C2)C)=O